ethyl 3-(2-chloro-5-nitro-4-pyridinyl)-2-oxo-propionate ClC1=NC=C(C(=C1)CC(C(=O)OCC)=O)[N+](=O)[O-]